Tert-butyl (S)-2-((4-(6-((2-methylbenzo[d]thiazol-6-yl) methoxy) pyridin-2-yl) piperidin-1-yl) methyl)-1-(oxetan-2-ylmethyl)-1H-benzo[d]imidazole-6-carboxylate CC=1SC2=C(N1)C=CC(=C2)COC2=CC=CC(=N2)C2CCN(CC2)CC2=NC1=C(N2C[C@H]2OCC2)C=C(C=C1)C(=O)OC(C)(C)C